FC(C=1C=C(C=C(C1)C(F)(F)F)C(C)O)(F)F 1-[3,5-bis(trifluoromethyl)phenyl]ethanol